C(C)(C)(C)NS(=O)(=O)C1=CC(=CC=C1)NC1=NC(=NC=C1C)NC1=CC=C(C=C1)OCCN1CCNCC1 N-(tert-butyl)-3-((5-methyl-2-((4-(2-(piperazin-1-yl)ethoxy)phenyl)amino)pyrimidin-4-yl)amino)benzenesulfonamide